6-bromo-3-(4-chlorophenyl)-2-[(5-chloropyridin-2-yl)methyl]-3-[(2S)-3-hydroxy-2-methyl(3,3-2H2)propoxy]-2,3-dihydro-1H-isoindol-1-one BrC1=CC=C2C(N(C(C2=C1)=O)CC1=NC=C(C=C1)Cl)(OC[C@H](C([2H])([2H])O)C)C1=CC=C(C=C1)Cl